1-[4-(2,3-dihydro-1,4-benzodioxin-2-yl)benzyl]-N,N-dimethylpiperidine-4-carboxamide O1C(COC2=C1C=CC=C2)C2=CC=C(CN1CCC(CC1)C(=O)N(C)C)C=C2